C(#N)C1=CC(=C(N1C)C(C(=O)NC=1C=CC2=C(OC[C@@H]3N2CCN(C3)C3=NC=C(C=N3)F)C1)=O)C1=CC=CC=C1 (R)-2-(5-Cyano-1-methyl-3-phenyl-1H-pyrrol-2-yl)-N-(3-(5-fluoropyrimidin-2-yl)-1,2,3,4,4a,5-hexahydrobenzo[b]pyrazino[1,2-d][1,4]oxazin-8-yl)-2-oxoacetamide